ClC1=C(C(=CC=C1F)C1=CC(=NC=C1)OC)NC(=O)N=[S@](=O)(N)C=1C=NN2C1OCCC2 (R)-N'-((2-chloro-3-fluoro-6-(2-methoxypyridin-4-yl)phenyl)carbamoyl)-6,7-dihydro-5H-pyrazolo[5,1-b][1,3]oxazine-3-sulfonimidamide